NC1=CC=C(C=C1)C1(CO)CC(=CC(=C1)C1=CC=C(C=C1)N)C1=CC=C(C=C1)N 1,3,5-tri(4-aminophenyl)benzyl alcohol